2-[(2S)-1-[(E)-4-hydroxybut-2-enoyl]-4-[7-(8-methyl-1-naphthyl)-2-[[(2R)-1-methylpyrrolidin-2-yl]methoxy]-6,8-dihydro-5H-pyrido[3,4-d]pyrimidin-4-yl]piperazin-2-yl]acetonitrile OC/C=C/C(=O)N1[C@H](CN(CC1)C=1C2=C(N=C(N1)OC[C@@H]1N(CCC1)C)CN(CC2)C2=CC=CC1=CC=CC(=C21)C)CC#N